NC1=C(C=CC=C1)C1=C(C(=O)O)C=CC=N1 (2-aminophenyl)nicotinic acid